{4-[5-chloro-2-(1H-tetrazol-1-yl)phenyl]-5-methoxy-2-oxopyridin-1(2H)-yl}acetic acid tert-butyl ester C(C)(C)(C)OC(CN1C(C=C(C(=C1)OC)C1=C(C=CC(=C1)Cl)N1N=NN=C1)=O)=O